N-((1-(6-fluoropyridin-3-yl)-1H-tetrazol-5-yl)methyl)-N-methylcyclohexanamine FC1=CC=C(C=N1)N1N=NN=C1CN(C1CCCCC1)C